The molecule is an omega-oxo fatty acid anion that is the conjugate base of 26-oxohexacosanoic acid, obtained by deprotonation of the carboxy group; major species at pH 7.3. It is a conjugate base of a 26-oxohexacosanoic acid. C(CCCCCCCCCCCCC(=O)[O-])CCCCCCCCCCCC=O